1,6-dihydro-7H-pyrazolo[4,3-d]Pyrimidin N1N=CC=2N=CNCC21